C(C)(C)(C)OC(C[C@@H](C[C@@H](\C=C\C=1C(=NC2=CC=CC=C2C1C1=CC=C(C=C1)F)C1CC1)O)O)=O (3R,5S,E)-7-(2-cyclopropyl-4-(4-fluorophenyl)quinoline-3-yl)-3,5-dihydroxyhept-6-enoic acid tert-butyl ester